CNCCNC(=O)C1=CC=C(C=C1)C1=C(N(C=C1)S(N)(=O)=O)C(=O)O 3-[4-[2-(methylamino)ethylcarbamoyl]phenyl]-1-sulfamoyl-pyrrole-2-carboxylic acid